1-({3,4-difluoro-2-[(2-fluoro-4-iodophenyl)amino]Phenyl}carbonyl)-3-[(2S)-piperidin-2-yl]Azetidine-3-ol hydrochloride Cl.FC=1C(=C(C=CC1F)C(=O)N1CC(C1)(O)[C@H]1NCCCC1)NC1=C(C=C(C=C1)I)F